COC([C@@H](NC([C@H](NC)C)=O)CCC(=O)OC)=O methyl-D-alanyl-L-glutamic acid dimethyl ester